2-TERT-BUTOXY-PYRIMIDINE-5-BORONIC ACID C(C)(C)(C)OC1=NC=C(C=N1)B(O)O